N-(1-(1-(2-(4-(2,3-dimethylphenyl)piperazin-1-yl)-2-oxoethyl)-4,5,6,7-tetrahydro-1H-indazole-3-carbonyl)piperidin-4-yl)-2-hydroxyacetamide CC1=C(C=CC=C1C)N1CCN(CC1)C(CN1N=C(C=2CCCCC12)C(=O)N1CCC(CC1)NC(CO)=O)=O